COC1=C(CN2CCN(CC2)C=2N=CC(=NC2)C2=CC(=CC=3N2C(=CN3)C#N)C=3C=NN(C3)C)C=CC=C1 5-(5-(4-(2-methoxybenzyl)piperazin-1-yl)pyrazin-2-yl)-7-(1-methyl-1H-pyrazol-4-yl)imidazo[1,2-a]pyridine-3-carbonitrile